FC1=C2CN(C(C2=CC(=C1C1CCN(CC1)CC1=CC(=C(C=C1)C)F)F)=O)C1C(NC(CC1)=O)=O 3-(4,6-difluoro-5-(1-(3-fluoro-4-methylbenzyl)piperidin-4-yl)-1-oxoisoindolin-2-yl)piperidine-2,6-dione